N[C@@H](C(=O)OC)CCC(=C)C methyl (R)-2-amino-5-methylhex-5-enoate